C(C)(C)C1=C(NC2=CC=C(C=C12)OC1CNCCC1)C1=CC(=NC=C1)C 3-Isopropyl-2-(2-methylpyridin-4-yl)-5-(piperidin-3-yloxy)-1H-indol